C(C)(C)(C)OC(=O)[C@H]1[C@@H](C1)C(=O)O (1R,2R)-2-(tert-Butoxycarbonyl)cyclopropane-1-carboxylic acid